cis-uric acid N1C(=O)NC=2NC(=O)NC2C1=O